2-((4-(6-((4-cyano-2-fluorobenzyl)oxy)pyridin-2-yl)cyclohex-3-en-1-yl)methyl)-3-(((S)-oxetan-2-yl)methyl)-3H-imidazo[4,5-b]pyridine-5-carboxylic acid C(#N)C1=CC(=C(COC2=CC=CC(=N2)C2=CCC(CC2)CC2=NC=3C(=NC(=CC3)C(=O)O)N2C[C@H]2OCC2)C=C1)F